N1-(2-(2,6-dioxopiperidin-3-yl)-1-oxoisoindolin-4-yl)-N-hydroxyoctanediamide O=C1NC(CCC1N1C(C2=CC=CC(=C2C1)N(C(CCCCCCC(=O)N)=O)O)=O)=O